6-(2-hydroxy-2-methylpropoxy)-4-(6-(3-((5-methoxypyridin-3-yl)oxy)azetidin-1-yl)pyridin-3-yl)pyrazolo[1,5-a]pyridine-3-carbonitrile OC(COC=1C=C(C=2N(C1)N=CC2C#N)C=2C=NC(=CC2)N2CC(C2)OC=2C=NC=C(C2)OC)(C)C